chloro-2-(1H-pyrazole-3-yl)phenol ClC=1C(=C(C=CC1)O)C1=NNC=C1